1,3-bis(trichloromethyl)-5-(4'-methoxyphenyl)s-triazine Dimethyl-2,6-dimethyl-4-(2-methoxyphenyl)-1,4-dihydropyridine-3,5-dicarboxylate COC(=O)C1=C(NC(=C(C1C1=C(C=CC=C1)OC)C(=O)OC)C)C.ClC(N1CN(CN(C1)C1=CC=C(C=C1)OC)C(Cl)(Cl)Cl)(Cl)Cl